guanidinium tetrafluoroborate salt F[B-](F)(F)F.NC(=[NH2+])N